C(C=1C(C(=O)OCC(CC(CC)C)CCC)=CC=CC1)(=O)OCCCCCCCC(C)C 8-methyl-1-nonyl (4-methyl-2-propylhexyl) phthalate